N-methyl-1H-pyrimidine-6-carboxamide CNC(=O)C1=CC=NCN1